ClC1=C(C=CC=C1)CC(=O)NC=1C=C2CN(CC2=C(C1)S(N)(=O)=O)C(C1=CC=C(C=C1)F)=O 2-(2-chlorophenyl)-N-(2-(4-fluorobenzoyl)-7-sulfamoyl-isoindolin-5-yl)acetamide